5-((3-chloro-1-(4-fluoro-2-(((4-methoxybenzyl)oxy)methyl)phenyl)-1H-pyrazol-5-yl)methyl)-1-methyl-1H-pyrazole-3-carbonitrile ClC1=NN(C(=C1)CC1=CC(=NN1C)C#N)C1=C(C=C(C=C1)F)COCC1=CC=C(C=C1)OC